3-(4-chlorophenyl)-5-methyl-1-(4-trifluoromethoxyphenyl)-4,5-dihydro-1H-pyrazole-5-carboxylic acid methyl ester COC(=O)C1(CC(=NN1C1=CC=C(C=C1)OC(F)(F)F)C1=CC=C(C=C1)Cl)C